acryloyloxymethylenesuccinimide methyl-4-(((1R,4s)-4-((2-((2S,3S)-1-methyl-5-oxo-2-(pyridin-3-yl)pyrrolidine-3-carboxamido)ethoxy)methyl)cyclohexyl)methoxy)butanoate COC(CCCOCC1CCC(CC1)COCCNC(=O)[C@@H]1[C@H](N(C(C1)=O)C)C=1C=NC=CC1)=O.C(C=C)(=O)OC=C1C(=O)NC(C1)=O